3-(4-((1-isopropyl-3-phenyl-1H-indazol-6-yl)methoxy)-3-methylphenyl)butanoic acid C(C)(C)N1N=C(C2=CC=C(C=C12)COC1=C(C=C(C=C1)C(CC(=O)O)C)C)C1=CC=CC=C1